1-methyl-4-((2-methoxypyrimidin-6-yl)amino)-7-chloro-indole-2-carboxylic acid CN1C(=CC2=C(C=CC(=C12)Cl)NC1=CC=NC(=N1)OC)C(=O)O